N-methyl-N-(4-methyl-pentyl)-benzamide CN(C(C1=CC=CC=C1)=O)CCCC(C)C